N-(2-chloro-3'-(4-(hydroxymethyl)-1-methyl-1H-imidazole-2-carboxamido)-2'-methyl-[1,1'-biphenyl]-3-yl)-5-(hydroxymethyl)picolinamide ClC1=C(C=CC=C1NC(C1=NC=C(C=C1)CO)=O)C1=C(C(=CC=C1)NC(=O)C=1N(C=C(N1)CO)C)C